CC(C(C(=O)O)(C)N=C(C1=CC=CC=C1)C1=CC=CC=C1)C=1SC=CC1Br.C(CCCCCCCCCCCCCCCCCC)(=O)N[C@@H](CCSC)C(=O)O N-n-nonadecanoyl-methionine methyl-2-(benzhydrylideneamino)-3-(3-bromo-2-thienyl)-2-methyl-propanoate